2,5-bis-(t-butylperoxy)-2,5-dimethylhexane C(C)(C)(C)OOC(C)(CCC(C)(C)OOC(C)(C)C)C